3-((1-(6-fluoro-1-methyl-[1,2,4]triazolo[4,3-a]quinazolin-5-yl)-1,2,3,4-tetrahydroquinolin-5-yl)ethynyl)bicyclo[3.1.1]heptan-3-ol FC1=C2C(=NC=3N(C2=CC=C1)C(=NN3)C)N3CCCC1=C(C=CC=C31)C#CC3(CC1CC(C3)C1)O